OC(CO)C=1OC2=C(C1)C=C(C(=C2)O)C(C)=O 1-(2-(1,2-dihydroxyethyl)-6-hydroxybenzofuran-5-yl)ethanone